CC1=C(C(=C(C(=C1CC1=CC(=C(C(=C1)C(C)(C)C)O)C(C)(C)C)C)CC1=CC(=C(C(=C1)C(C)(C)C)O)C(C)(C)C)C)CC1=CC(=C(C(=C1)C(C)(C)C)O)C(C)(C)C 1,3,5-trimethyl-2,4,6-tris(3,5-di(tert-butyl)-4-hydroxybenzyl)benzene